(dichloromethylphenyl)silane ClC(Cl)C1=C(C=CC=C1)[SiH3]